(Z)-4-{4-[(2,4-dioxothiazolidin-5-ylidene)methyl]phenoxy}-N-[3-fluoro-4-(trifluoromethoxy)phenyl]piperidin-1-carboxamide O=C1S\C(\C(N1)=O)=C/C1=CC=C(OC2CCN(CC2)C(=O)NC2=CC(=C(C=C2)OC(F)(F)F)F)C=C1